C1(CCCCC1)C1=NN2C(NC(=CC2=O)C=2C=C(C#N)C=CC2)=C1C 3-(2-cyclohexyl-3-methyl-7-oxo-4,7-dihydropyrazolo[1,5-a]pyrimidin-5-yl)benzonitrile